methyl 3-(2-chloro-5-(trifluoromethyl)pyrimidin-4-yl)-7-(dimethylphosphoryl)-1H-indole-6-carboxylate ClC1=NC=C(C(=N1)C1=CNC2=C(C(=CC=C12)C(=O)OC)P(=O)(C)C)C(F)(F)F